ClC1=C(C(=NC=C1)C1=CC=C2C=CC=NC2=C1)C=1C=NN(C1)CCC(C)C 7-{4-Chloro-3-[1-(3-methylbutyl)-1H-pyrazol-4-yl]pyridin-2-yl}chinolin